2-(3-chlorophenyl)-2,2-difluoro-1-(pyridin-4-yl)ethyl ((2S)-1-(((2S)-4-(cyclopropylamino)-3-hydroxy-4-oxo-1-((S)-2-oxopyrrolidin-3-yl)butan-2-yl)amino)-1-oxohexan-2-yl)carbamate C1(CC1)NC(C([C@H](C[C@H]1C(NCC1)=O)NC([C@H](CCCC)NC(OC(C(F)(F)C1=CC(=CC=C1)Cl)C1=CC=NC=C1)=O)=O)O)=O